C1(CC1)CC=1N(C(=C(C1C(=O)NC1=CC(=C(C=C1)F)C)C)C(C(=O)NC1(CCC(CC1)O)C)=O)C 2-(cyclopropylmethyl)-N-(4-fluoro-3-methylphenyl)-5-(2-(((1s,4s)-4-hydroxy-1-methylcyclohexyl)amino)-2-oxoacetyl)-1,4-dimethyl-1H-pyrrole-3-carboxamide